6-HydroxyNicotinic Acid OC1=NC=C(C(=O)O)C=C1